ClC1=NC=C(C(=N1)NC1=C(C=C(C=C1)C1=CC=C(C=C1)C#N)C)F 4-{4-[(2-chloro-5-fluoropyrimidin-4-yl)amino]-3-methylphenyl}benzene-1-carbonitrile